C(C)(C)(C)OC(=O)NC1C(CCCC1)CC(=O)OCC ethyl 2-{2-[(tert-butoxycarbonyl)amino]cyclohexyl}acetate